C(C)N(C=O)CC N,N-diethylmethanamide